tert-butyl (S)-4-(5-ethyl-2-(3-fluoro-3,4-dihydro-2H-pyran-6-yl)-7-oxo-4-((2-(trimethylsilyl)ethoxy)methyl)-4,7-dihydro-[1,2,4]triazolo[1,5-a]pyrimidin-6-yl)piperazine-1-carboxylate C(C)C=1N(C=2N(C(C1N1CCN(CC1)C(=O)OC(C)(C)C)=O)N=C(N2)C2=CC[C@@H](CO2)F)COCC[Si](C)(C)C